CN1N=NC2=C1C=C(C=C2)C2=CNC1=NC=C(C=C12)C(=O)N1CCN(CC1)C (3-(1-methyl-1H-benzo[d][1,2,3]triazol-6-yl)-1H-pyrrolo[2,3-b]pyridin-5-yl)(4-methylpiperazin-1-yl)methanone